O1CC(CC1)C1=NSC(=N1)N1N=CC=2C=NC(=CC21)NC(C)=O N-(1-(3-(tetrahydrofuran-3-yl)-1,2,4-thiadiazol-5-yl)-1H-pyrazolo[4,3-c]pyridin-6-yl)acetamide